Cl.C(C)OC1=C(C=C2CN(C(C2=C1)=O)CCC1=CC=C(C=C1)F)C(=O)NC[C@H]([C@H]1NCC2=CC=CC=C2C1)O 6-ethoxy-2-(4-fluorophenylethyl)-N-((R)-2-hydroxy-2-((S)-1,2,3,4-tetrahydroisoquinolin-3-yl)ethyl)-1-oxoisoindoline-5-carboxamide hydrochloride